ClC=1C(=C(C=CC1)C1(NC=NC2=CC(=C(C=C12)N)C#CC1(CN(CC1)C)F)N)F 4-(3-chloro-2-fluorophenyl)-7-((3-fluoro-1-methylpyrrolidin-3-yl)ethynyl)quinazoline-4,6-diamine